[7,8-dichloro-6-(2,6-difluorophenyl)-4H-[1,2,4]triazolo[1,5-a][1,4]benzodiazepin-2-yl]-(3-hydroxyazetidin-1-yl)methanone ClC1=C(C=CC2=C1C(=NCC=1N2N=C(N1)C(=O)N1CC(C1)O)C1=C(C=CC=C1F)F)Cl